6-Methoxy-4-(piperazin-1-yl)-N-(quinoxalin-6-ylmethyl)pyridin-3-amine COC1=CC(=C(C=N1)NCC=1C=C2N=CC=NC2=CC1)N1CCNCC1